O=C1NC(CC[C@@H]1N1C(C=2C=C3C(=CC2C1)O[C@H](CO3)C=O)=O)=O (R)-7-((S)-2,6-dioxopiperidin-3-yl)-6-oxo-2,3,7,8-tetrahydro-6H-[1,4]dioxino[2,3-f]isoindole-2-carbaldehyde